6-bromo-3-chloro-7-fluoro-1H-indazole BrC1=CC=C2C(=NNC2=C1F)Cl